O[C@H]1CCN(CC[C@@H]1[C@@H]1N2C(C3=CC=CC=C13)=CN=C2)S(=O)(=O)N (4S,5R)-4-hydroxy-5-((S)-5H-imidazo[5,1-a]isoindol-5-yl)azepane-1-sulfonamide